C(C)S(=O)(=O)OC(C(=C)C)=O.[Na] sodium methacryloyl ethyl-sulfonate